3,5-dichloro-4-fluoro-phenyl 3-deoxy-2-O-methyl-3-[4-(2-hydroxythiazol-4-yl)-1H-1,2,3-triazol-1-yl]-1-thio-α-D-galactopyranoside CO[C@H]1[C@@H](SC2=CC(=C(C(=C2)Cl)F)Cl)O[C@@H]([C@@H]([C@@H]1N1N=NC(=C1)C=1N=C(SC1)O)O)CO